FC1(OC2=C(O1)C=CC(=C2)CN2C[C@@H](N(C[C@H]2COC)C2=CC(N(C=1C=CC(=NC21)C#N)C)=O)CC)F 8-((2s,5s)-4-((2,2-difluorobenzo[d][1,3]dioxol-5-yl)methyl)-2-ethyl-5-(methoxymethyl)piperazin-1-yl)-5-methyl-6-oxo-5,6-dihydro-1,5-naphthyridine-2-carbonitrile